Cl.C1(CC1)C(OCC)=N ethyl cyclopropanecarbimidate hydrochloride